C(N)(OC(C1CCN(CC1)NC(=O)C=1OC2=C(C1)C=C(C=C2)Cl)C(C)(C)C)=O tert-butyl-((1-(5-chlorobenzofuran-2-carboxamido) piperidin-4-yl) methyl) carbamate